NC1=NC2=C(N1)C(=CC=C2)C2=CC=C1C=NCN(C1=C2)C2=C(C=C1CCNCC1=C2)OC 7-(2-amino-1H-benzimidazol-7-yl)-N-(6-methoxy-1,2,3,4-tetrahydroisoquinolin-7-yl)quinazolin